(7R,8aS)-7-(2,3-dichloro-6-hydroxyphenyl)-2-(1-hydroxypropan-2-yl)-hexahydropyrrolo[1,2-a]pyrazin-4-one ClC1=C(C(=CC=C1Cl)O)[C@H]1C[C@@H]2N(C(CN(C2)C(CO)C)=O)C1